FC=1C(=C(C=CC1F)[C@@H]1CO[C@]([C@@H]1C)(C(F)(F)F)C)C=C (2S,3R,4R,5R)-3-(3,4-difluoro-2-vinyl-phenyl)-4,5-dimethyl-5-(trifluoromethyl)tetrahydrofuran